FC=1C=C(C=C(C1)[C@H](C)NC(=O)C=1C=NC2=C(N=C(C=C2C1N1CCN[C@H](CC1)C)C)C1CC1)C N-[(S)-1-(3-fluoro-5-tolyl)ethyl]-4-[(S)-5-methyl-1,4-diazepan-1-yl]-8-cyclopropyl-6-methyl-1,7-diaza-3-naphthamide